OCCN1C=C(C(=C1C1=C(C=CC=C1)C(F)(F)F)C)C(=O)OCC ethyl 1-(2-hydroxyethyl)-4-methyl-5-[2-(trifluoromethyl) phenyl]-1H-pyrrole-3-carboxylate